C(C1=CC=CC=C1)OC(=O)N1[C@@H]2[C@H](N(CC1)C(=O)OCC1=CC=CC=C1)CSC2 dibenzyl-cis-hexahydrothieno[3,4-b]pyrazine-1,4-dicarboxylate